C1=CC=CC=2C3=CC=CC=C3C(C12)COC(=O)N(C)C(C(=O)[O-])CC(N1CCCC1)=O ((9H-fluoren-9-yl)methoxycarbonyl(methyl)amino)-4-oxo-4-(pyrrolidin-1-yl)butanoate